S-Methyl 1,2,3-benzothiadiazole-7-carbothioate S1N=NC2=C1C(=CC=C2)C(SC)=O